O=C1NC(CCC1N1C(C2=CC=C(C=C2C1=O)NS(=O)(=O)C1=C(C=CC(=C1)C)F)=O)=O N-(2-(2,6-dioxopiperidin-3-yl)-1,3-dioxoisoindolin-5-yl)-2-fluoro-5-methylbenzenesulfonamide